2-(diethylamino)ethyl 3-(1-(N-(2,4-dimethoxybenzyl)-3,5-bis(trifluoromethyl)benzamido)ethyl)pyrazine-2-carboxylate COC1=C(CN(C(C2=CC(=CC(=C2)C(F)(F)F)C(F)(F)F)=O)C(C)C=2C(=NC=CN2)C(=O)OCCN(CC)CC)C=CC(=C1)OC